[Br-].CC(C)C[O-].CC(C)C[O-].CC(C)C[O-].[Hf+4] hafnium triisobutoxide bromide